N-(3-(benzyl(ethyl)amino)propyl)-9-chloro-2,3-dihydro-1H-cyclopenta[b]quinoline-6-carboxamide C(C1=CC=CC=C1)N(CCCNC(=O)C=1C=CC=2C(=C3C(=NC2C1)CCC3)Cl)CC